C(C1=CC=CC=C1)C=1C=NC(=NC1)C=1CCCN(CC1)C=1C=NN2C1C=CC(=C2)C=2C=NN(C2)C 3-(5-(5-benzylpyrimidin-2-yl)-2,3,4,7-tetrahydro-1H-azepin-1-yl)-6-(1-methyl-1H-pyrazol-4-yl)pyrazolo[1,5-a]pyridine